ClC=1C(=NN2CCN(CCC21)C(=O)OC(C)(C)C)CO tert-butyl 3-chloro-2-(hydroxymethyl)-4,5,7,8-tetrahydropyrazolo[1,5-d][1,4]diazepine-6-carboxylate